rac-(1R,2R,3S,4R,5S)-N-(3,4-dichlorophenyl)-3-(2-fluoropyridin-4-yl)-5-Hydroxy-7-oxabicyclo[2.2.1]Heptane-2-carboxamide ClC=1C=C(C=CC1Cl)NC(=O)[C@H]1[C@H]2C[C@@H]([C@@H]([C@@H]1C1=CC(=NC=C1)F)O2)O |r|